C(C)OC(C1=CN=C(C=C1Br)CC)=O 4-bromo-6-ethyl-nicotinic acid ethyl ester